((S)-4-propenoyl-2-methylpiperazin-1-yl)-1-(2-(dimethylamino)-4-methylpyridin-3-yl)-6-fluoro-7-(2-fluoro-6-hydroxyphenyl)pyrido[2,3-d]pyrimidin-2(1H)-one C(C=C)(=O)N1C[C@@H](N(CC1)C=1C2=C(N(C(N1)=O)C=1C(=NC=CC1C)N(C)C)N=C(C(=C2)F)C2=C(C=CC=C2O)F)C